C1(=CC=CC=C1)S(=O)(=O)C1=C(N=NC(=C1)Cl)Cl 4-(benzenesulfonyl)-3,6-dichloro-pyridazine